FC([C@H](C1=CN(C2=CC(=CC=C12)C1=C(C=CC=C1)C(F)(F)F)CC(C)(C)C)NS(=O)(=O)C1CCC1)F (S)-N-(2,2-difluoro-1-(1-neopentyl-6-(2-(trifluoromethyl)phenyl)-1H-indol-3-yl)ethyl)cyclobutanesulfonamide